C(CCCCC(C)C)OC(C(=C)C)=O.C(C=C)(=O)OCCCC Butyl Acrylate Isooctyl-Methacrylate